2-(5-((3-(5-bromo-2-tolyl)-1,2,4-oxadiazol-5-yl)methoxy)-4-chloro-2-fluorophenyl)-4,5,6,7-tetrahydro-1H-isoindole-1,3(2H)-dione BrC=1C=CC(=C(C1)C)C1=NOC(=N1)COC=1C(=CC(=C(C1)N1C(C=2CCCCC2C1=O)=O)F)Cl